Tert-butyl 6-(5-methyl-3-(8-morpholino-5-azaspiro[3.5]nonan-5-yl)-1H-pyrazol-1-yl)-2-azaspiro[3.3]heptane-2-carboxylate CC1=CC(=NN1C1CC2(CN(C2)C(=O)OC(C)(C)C)C1)N1C2(CCC2)CC(CC1)N1CCOCC1